Kalium 7-[[4-[2-chloro-[[1-[(4-fluorophenyl)carbamoyl] cyclopropanecarbonyl] amino]phenoxy]-6-methoxy-7-quinolyl]oxy]heptanoat ClC1=C(OC2=CC=NC3=CC(=C(C=C23)OC)OCCCCCCC(=O)[O-])C=CC=C1NC(=O)C1(CC1)C(NC1=CC=C(C=C1)F)=O.[K+]